(8R,9R,10S)-10-((dimethylamino)methyl)-10-(hydroxymethyl)-N-(4-methoxyphenyl)-9-(4-(phenylethynyl)phenyl)-1,6-diazabicyclo[6.2.0]decane-6-carboxamide CN(C)C[C@@]1([C@@H]([C@@H]2CN(CCCCN12)C(=O)NC1=CC=C(C=C1)OC)C1=CC=C(C=C1)C#CC1=CC=CC=C1)CO